BrC=1C=C(C(=NC1)[C@H]1N([C@@H](CC2=C(C(=CC=C12)N)C)C)CC1(CC1)F)F (1S,3R)-1-(5-bromo-3-fluoropyridin-2-yl)-2-((1-fluorocyclopropyl)methyl)-3,5-dimethyl-1,2,3,4-tetrahydroisoquinolin-6-amine